NCC(C)(C)NC(=O)C1=NC=2N(C=C1)N=C(C2C2=CC(=NC(=C2)C)Cl)C2=CC(=CC=C2)C#N N-(2-Amino-1,1-dimethyl-ethyl)-3-(2-chloro-6-methyl-4-pyridyl)-2-(3-cyanophenyl)pyrazolo[1,5-a]pyrimidine-5-carboxamide